tert-butyl N-((4-(6-methyl-1,2,4,5-tetrazin-3-yl)-2-(trifluoromethyl)phenyl)methyl)carbamate CC1=NN=C(N=N1)C1=CC(=C(C=C1)CNC(OC(C)(C)C)=O)C(F)(F)F